C(C)C1=NC2=C(C=3C(C=C(C(C13)=O)SC1=C(C=CC=C1)F)=O)C(N(C(N2C)=O)C)=O 6-Ethyl-8-((fluorophenyl)thio)-2,4-dimethylpyrimido[4,5-c]Isochinolin-1,3,7,10(2H,4H)-Tetraon